ClCC1=CC=C(C=C1)OC1CCCCC1 1-(Chloromethyl)-4-(cyclohexyloxy)benzene